C(CCC)C=C(C(=O)O)CC(=O)O monobutyl-itaconic acid